NC1=C(C=C(C=C1)C)P(C)(C)=O (2-Amino-5-methylphenyl)dimethylphosphine oxide